N,N-bis[2-[carboxymethyl-[(methylcarbamoyl)methyl]amino]-ethyl]glycine C(=O)(O)CN(CCN(CC(=O)O)CCN(CC(NC)=O)CC(=O)O)CC(NC)=O